COC(COC1CCCCC1)=O Cyclohexyloxyacetic acid methyl ester